1-[5-[2-[4-(2-Aminoethyl)-1-piperidyl]-2-oxo-ethoxy]-2-methyl-phenyl]hexahydropyrimidine NCCC1CCN(CC1)C(COC=1C=CC(=C(C1)N1CNCCC1)C)=O